(2s,3R,5R)-3-((((3,4-dihydroxyphenethyl)carbamoyl)oxy)methyl)-3-methyl-7-oxo-4-thia-1-azabicyclo[3.2.0]heptane-2-carboxylic acid 4,4-dioxide OC=1C=C(CCNC(=O)OC[C@]2([C@@H](N3C(C[C@H]3S2(=O)=O)=O)C(=O)O)C)C=CC1O